ClC=1C=C(C=CC1C)N1N=C(C(=C1O)SC#N)C 1-(3-chloro-4-methylphenyl)-3-methyl-4-thiocyanato-5-hydroxypyrazole